N2-[[(2R)-oxetan-2-yl]methyl]-4-[1-(2-trimethylsilylethoxymethyl)tetrazol-5-yl]benzene-1,2-diamine O1[C@H](CC1)CNC=1C(=CC=C(C1)C1=NN=NN1COCC[Si](C)(C)C)N